1-(cyclopentylmethyl)-N-(1-methylcyclopropyl)-2,4-dioxo-quinazoline-6-sulfonamide C1(CCCC1)CN1C(NC(C2=CC(=CC=C12)S(=O)(=O)NC1(CC1)C)=O)=O